5-bromo-3-hydroxy-4H-benzo[e][1,2,4]thiadiazine 1,1-dioxide BrC1=CC=CC2=C1NC(=NS2(=O)=O)O